1,4,5,8-naphthalene-tetracarboxylic acid tetrachloride C1(=CC=C(C=2C(=CC=C(C12)C(=O)Cl)C(=O)Cl)C(=O)Cl)C(=O)Cl